ClC1=CC(=C(C(=O)Cl)C=C1F)F 4-chloro-2,5-difluorobenzoyl chloride